ClC1=NC=C(C(=N1)NC=1C=C2C(CNC(C2=CC1)=O)(C)C)C#N 2-chloro-4-[(4,4-dimethyl-1-oxo-2,3-dihydroisoquinolin-6-yl)amino]pyrimidine-5-carbonitrile